C[C@H]1[C@@H](C1)C=1C=C(C=CC1)O 3-((trans)-2-methylcyclopropyl)phenol